C1(CCC(N1OCCCCCCCCCCC[Si](OCC)(C)C)=O)=O 11-(succinimidyloxy)undecyldimethylethoxysilane